OCC=1C=C(C=CC1C)C(C(C(=O)OCC1=CC=CC=C1)(C)C)C1=C(C=2N(C=C1)C(=NN2)C(F)(F)F)C Benzyl 3-(3-(hydroxymethyl)-4-methylphenyl)-2,2-dimethyl-3-(8-methyl-3-(trifluoromethyl)-[1,2,4]triazolo[4,3-a]pyridin-7-yl)propanoate